5-[(2-chloro-6-fluorophenyl)methoxy]-2-[(3,4-dihydro-2(1H)-isoquinolinyl)methyl]-4H-pyran-4-one ClC1=C(C(=CC=C1)F)COC=1C(C=C(OC1)CN1CC2=CC=CC=C2CC1)=O